5,7,4'-trihydroxy-8-isopropyl-flavone OC1=C2C(C=C(OC2=C(C(=C1)O)C(C)C)C1=CC=C(C=C1)O)=O